The molecule is a ketoaldonic acid, a 2-oxo monocarboxylic acid and a pentonic acid. It derives from a L-arabinonic acid. It is a conjugate acid of a 2-dehydro-3-deoxy-L-arabinonate. It is an enantiomer of a 2-dehydro-3-deoxy-D-arabinonic acid. C([C@H](CO)O)C(=O)C(=O)O